N-butyryl-1,3-di-O-benzyl-D-glucosamine C(CCC)(=O)N[C@H]1C(OCC2=CC=CC=C2)O[C@@H]([C@H]([C@@H]1OCC1=CC=CC=C1)O)CO